CC(CC(CC#N)C=1SC(=CN1)C=1C2=C(N=CN1)NC=C2)C 5-methyl-3-[5-(7H-pyrrolo[2,3-d]-pyrimidin-4-yl)-1,3-thiazol-2-yl]-hexanenitrile